C(C)(C)(C)C1=NN(C(=N1)N)C1=CC=CC=C1 3-(tert-butyl)-1-phenyl-1H-1,2,4-triazol-5-amine